HydroxyDodecanoic Acid OC(C(=O)O)CCCCCCCCCC